NC(CC(=O)O)C(NC(COC(=O)C1C(CC1)C)C)=O 3-Amino-3-{[1-(2-methylcyclobutanecarbonyloxy)propan-2-yl]carbamoyl}propanoic acid